C(C)(C)OCC1=C(N=C(S1)NC1=CC=C(C=C1)S(=O)(=O)C)C1=CC(=NC=C1)C 5-(isopropoxymethyl)-4-(2-methylpyridin-4-yl)-N-(4-(methylsulfonyl)phenyl)thiazol-2-amine